ClC1=C(C(=CC=C1)Cl)N1N=C(C(=C1)NC1=CC=C(C=C1)C1=CN=NC=C1C)C(=O)N 1-(2,6-dichlorophenyl)-4-((4-(5-methylpyridazin-4-yl)phenyl)amino)-1H-pyrazole-3-carboxamide